1-((2'-carboxy-5'-(2-methoxypyridin-3-yl)-[1,1'-biphenyl]-4-yl)methyl)-2-ethoxy-1H-benzo[d]imidazole-7-carboxylic Acid C(=O)(O)C1=C(C=C(C=C1)C=1C(=NC=CC1)OC)C1=CC=C(C=C1)CN1C(=NC2=C1C(=CC=C2)C(=O)O)OCC